5-[1-methyl-3-[(1R)-1-[6-(2,2,2-trifluoroethoxy)pyrimidin-4-yl]ethoxy]pyrazolo[3,4-c]pyridazin-5-yl]-1H-pyrimidine-2,4-dione CN1N=C(C=2C1=NN=C(C2)C=2C(NC(NC2)=O)=O)O[C@H](C)C2=NC=NC(=C2)OCC(F)(F)F